FC=1C=C(OC2=CC=C(C=N2)S(=O)(=O)N2[C@H]([C@@H]3CC[C@H](C2)N3C(=O)OCCOC)C(NO)=O)C=CC1OC 2-methoxyethyl (1S,2R,5R)-3-((6-(3-fluoro-4-methoxyphenoxy)pyridin-3-yl)sulfonyl)-2-(hydroxycarbamoyl)-3,8-diazabicyclo[3.2.1]octane-8-carboxylate